NC1CCN(CC1)C=1N(C(C(=C(N1)C1=CC(=C(C#N)C=C1)F)C1=CC(=C(C=C1)OC)F)=O)C 4-[2-(4-amino-piperidin-1-yl)-5-(3-fluoro-4-methoxy-phenyl)-1-methyl-6-oxo-1,6-dihydropyrimidin-4-yl]-2-fluoro-benzonitrile